eicosyl-phosphonic acid C(CCCCCCCCCCCCCCCCCCC)P(O)(O)=O